C1(CC1)N1N=C2N(C(N([C@H](C2=C1)C)C1CCN(CC1)C=1C(=NC=CC1C)OC)=O)CC1=C(C=CC=C1)C(F)(F)F (S)-2-Cyclopropyl-5-(2'-methoxy-4'-methyl-3,4,5,6-tetrahydro-2H-[1,3']bipyridinyl-4-yl)-4-methyl-7-(2-trifluoromethyl-benzyl)-2,4,5,7-tetrahydro-pyrazolo[3,4-d]pyrimidin-6-on